C1(CC1)CN1C(=CC2=CC(=CC(=C12)C=1C=NC(=CC1CC)C)C1N(CCN(C1)C1=NC=C(C=C1OC)F)C=O)C=1CNCCC1 2-(1-(Cyclopropylmethyl)-7-(4-ethyl-6-methylpyridin-3-yl)-2-(1,2,5,6-tetrahydropyridin-3-yl)-1H-indol-5-yl)(4-(5-fluoro-3-methoxypyridin-2-yl)piperazin-1-yl)methanone